2-isopropyl-8-(6-methyl-7-oxo-6,7-dihydro-1H-pyrrolo[2,3-c]pyridin-4-yl)-6-(morpholin-4-ylcarbonyl)-2H-1,4-benzoxazin-3(4H)-one C(C)(C)C1OC2=C(NC1=O)C=C(C=C2C=2C1=C(C(N(C2)C)=O)NC=C1)C(=O)N1CCOCC1